5-((2-(azetidin-1-ylmethyl)-6-fluorobenzyl)amino)-4-methyl-N-(thiazol-4-yl)pyridine-2-sulfonamide N1(CCC1)CC1=C(CNC=2C(=CC(=NC2)S(=O)(=O)NC=2N=CSC2)C)C(=CC=C1)F